N1CCC2=C(C=CC=C12)C(C=1N=NN(C1)C(C)C)NC=1C=C2C=C(C=NC2=CC1)C#N 6-((indolin-4-yl-(1-isopropyl-1H-1,2,3-triazol-4-yl)methyl)amino)quinoline-3-carbonitrile